BrC1=CC=C(C=C1)C(CCCOS(=O)(=O)C)(F)F methanesulfonic acid 4-(4-bromo-phenyl)-4,4-difluoro-butyl ester